methyl 2-hydroxy-4-(trifluoromethyl)benzeneacetate OC1=C(C=CC(=C1)C(F)(F)F)CC(=O)OC